BrCC1=C(C=CC=C1OC)F 2-(bromomethyl)-1-fluoro-3-methoxybenzene